3-(p-toluenesulfonyl)quinoxaline CC1=CC=C(C=C1)S(=O)(=O)C=1C=NC2=CC=CC=C2N1